3,5-dinitro-2,4-dichlorobenzotrifluoride [N+](=O)([O-])C=1C(=C(C=C(C1Cl)[N+](=O)[O-])C(F)(F)F)Cl